3-ethylsulfanyl-1-oxido-2-[1-(2,2,3,3,3-pentafluoropropyl)pyrazolo[3,4-c]pyridin-5-yl]quinolin-1-ium C(C)SC=1C(=[N+](C2=CC=CC=C2C1)[O-])C=1C=C2C(=CN1)N(N=C2)CC(C(F)(F)F)(F)F